N-(3-(2-(cyclopropyldifluoromethyl)-7-(methylsulfonyl)-2,3-dihydro-[1,4]dioxino[2,3-c]pyridin-5-yl)-1-methyl-1H-pyrrolo[2,3-c]pyridin-5-yl)acetamide C1(CC1)C(C1OC2=C(C(=NC(=C2)S(=O)(=O)C)C2=CN(C3=CN=C(C=C32)NC(C)=O)C)OC1)(F)F